2-[2-[[5-[(1,1-dimethylpiperidin-1-ium-4-yl)methoxy]-6-methoxy-1,3-benzothiazol-2-yl]methylcarbamoyl]-5,6-difluoro-indan-2-yl]acetate C[N+]1(CCC(CC1)COC=1C(=CC2=C(N=C(S2)CNC(=O)C2(CC3=CC(=C(C=C3C2)F)F)CC(=O)[O-])C1)OC)C